C(CCCCCCC)OCCCCCCCC di-n-octylether